FC(C1=NN=C(O1)C=1C=CC(=NC1)CN1C(C2=CC=C(C=C2C(C1=O)(C)C)N1CCC(CC1)C(=O)N(C)C)=O)F 1-(2-((5-(5-(difluoromethyl)-1,3,4-oxadiazole-2-yl)pyridine-2-yl)methyl)-4,4-dimethyl-1,3-dioxo-1,2,3,4-tetrahydroisoquinoline-6-yl)-N,N-dimethylpiperidine-4-carboxamide